N-carbamimidoyl-2-(2,6-dichloro-3-(pyrimidin-2-yl)phenyl)acetamide C(N)(=N)NC(CC1=C(C(=CC=C1Cl)C1=NC=CC=N1)Cl)=O